(10-bromodecyl)triphenyl-phosphonium BrCCCCCCCCCC[P+](C1=CC=CC=C1)(C1=CC=CC=C1)C1=CC=CC=C1